ClC1=C(C=CC=C1)N1N=C2CCC(CC2=C1O)N(C)CC1=CC(=CC=C1)NC 2-(2-Chlorophenyl)-5-[(3-methylaminobenzyl)methylamino]-4,5,6,7-tetrahydro-2H-indazol-3-ol